Diethyl (3-((2-chloro-5-(4-methoxybenzyl)-8-(4,4,5,5-tetramethyl-1,3,2-dioxaborolan-2-yl)-5H-pyrimido[5,4-b]indol-4-yl)amino)propyl)phosphonate ClC=1N=C(C=2N(C=3C=CC(=CC3C2N1)B1OC(C(O1)(C)C)(C)C)CC1=CC=C(C=C1)OC)NCCCP(OCC)(OCC)=O